(R)-1-(4-(2,6-dioxopiperidin-3-yl)-5-fluoro-2,3-dihydrobenzofuran-7-yl)azetidine-3-yl (2-fluoro-5-(trifluoromethoxy)phenyl)carbamate FC1=C(C=C(C=C1)OC(F)(F)F)NC(OC1CN(C1)C1=CC(=C(C=2CCOC21)[C@@H]2C(NC(CC2)=O)=O)F)=O